C(C1=CC=CC=C1)NC(N(C=1C=NC(=CC1)C=1C=NN(C1)C)[C@@H]1CC[C@H](CC1)NC1=NC=C(C=C1)C#N)=O 3-benzyl-1-(trans-4-((5-cyanopyridin-2-yl)amino)cyclohexyl)-1-(6-(1-methyl-1H-pyrazol-4-yl)pyridin-3-yl)urea